C(C)(C)(C)C=1C=C(C=CC1)N1CCN(CC1)S(=O)(=O)C1=CC=C(C=C1)NC(C1=C(C=CC=C1)N(S(=O)(=O)C)C)=O N-(4-((4-(3-(tert-butyl)phenyl)piperazin-1-yl)sulfonyl)phenyl)-2-(N-methylmethylsulfonamido)benzamide